FC=1C=C(C(=O)NC2=NC=CC=C2)C=C(C1N1C(C2(N3C1=NC=C3)CC2)=O)F 3,5-difluoro-4-(6'-oxospiro[cyclopropane-1,5'-imidazo[1,2-a]imidazole]-7'-yl)-N-(2-pyridyl)benzamide